(4-chlorobenzyl)(quinolin-8-yl)amine ClC1=CC=C(CNC=2C=CC=C3C=CC=NC23)C=C1